CN(C)CC1=C(C=C(C=C1)NC1=NC=CC=2C(=C(C=CC12)C)N)C(F)(F)F N1-(4-((dimethylamino)methyl)-3-(trifluoromethyl)phenyl)-6-methylisoquinoline-1,5-diamine